OCC1N(CCOC1)C(=O)C1=CC=C(C=N1)NC(O[C@H](C)[C@H](C)OC1=C(C=C2C(=N1)SC(=N2)C2=C1N=CC(=NC1=CC(=C2)C)OC)F)=O (2R,3S)-3-((6-fluoro-2-(2-methoxy-7-methylquinoxalin-5-yl)thiazolo[5,4-b]pyridin-5-yl) oxy)butan-2-yl (6-(3-(hydroxymethyl)morpholine-4-carbonyl)pyridin-3-yl)carbamate